FC(C=1C=C(CC2=CC(=NC=C2)N2N=CC(=C2)C(=O)OCC)C=CC1)(F)F ethyl 1-(4-(3-(trifluoromethyl) benzyl) pyridin-2-yl)-1H-pyrazole-4-carboxylate